NC=1C(=NC(=CN1)C1=NC(=NC=C1C(F)(F)F)C#N)C(=O)NC1=NC=CC=C1N1CCC(CC1)(C)N 3-amino-N-(3-(4-amino-4-methylpiperidin-1-yl)pyridin-2-yl)-6-(2-cyano-5-(trifluoromethyl)pyrimidin-4-yl)pyrazine-2-carboxamide